octenyl-succinic acid aluminum [Al].C(=CCCCCCC)C(C(=O)O)CC(=O)O